C(C)(C)(C)OC([C@H]([C@@H](C1CC1)C=1C=C(C(=O)O)C=CC1)C)=O 3-((1R,2S)-3-(tert-butoxy)-1-cyclopropyl-2-methyl-3-oxopropyl)benzoic acid